CC1=NC=CC(=C1)NC(CC(=O)OC)=O Methyl 3-((2-methylpyridin-4-yl) amino)-3-oxopropanoate